BrC=1C(=C(C(=O)NC)C=C(C1)C)NC(=O)C1CC1 3-bromo-2-(cyclopropanecarboxamido)-N,5-dimethylbenzamide